1-benzyl 3-(tert-butyl) 2,2-dimethylmalonate CC(C(=O)OCC1=CC=CC=C1)(C(=O)OC(C)(C)C)C